[OH-].[Ti+2].[OH-] titanium(II) hydroxide